CN1[C@@H](CCC1)COC=1N=C(C2=C(N1)CN(C2)CC2=CC=CC1=CC=CC=C21)N2CCN(CC2)C(C=C)=O (S)-1-(4-(2-((1-methylpyrrolidin-2-yl)methoxy)-6-(naphthalen-1-ylmethyl)-6,7-dihydro-5H-pyrrolo[3,4-d]pyrimidin-4-yl)piperazin-1-yl)prop-2-en-1-one